4-cyano-2-cyclopropylphenylboronic acid C(#N)C1=CC(=C(C=C1)B(O)O)C1CC1